COC1=CC(=CC(=C1)OC)OC The molecule is a methoxybenzene carrying methoxy groups at positions 1, 3 and 5. It has been found to be a biomarker of flavonoid consumption in humans. It has a role as a biomarker and a human xenobiotic metabolite.